(4-((6,7-dimethoxyquinolin-4-yl)oxy)-3,5-difluorophenyl)pyridazine-3-carboxamide COC=1C=C2C(=CC=NC2=CC1OC)OC1=C(C=C(C=C1F)C1=C(N=NC=C1)C(=O)N)F